C1(=CC=CC=C1)CC(C(=O)O)O 3-phenyllactic acid